ON=C1C(C=2C(=CC=3C(C4=CC=CC=C4C3C2)(CCC)CCC)C1=O)C 2-(hydroxyimino)-3-methyl-9,9-dipropyl-3,9-dihydro-cyclopenta[b]fluoren-1(2H)-one